N[C@H](CC1=C(C=2N=NC(=C(C2S1)NCC=1SC=CC1)F)Br)[C@H](C)F 6-[(2R,3S)-2-amino-3-fluorobutyl]-7-bromo-3-fluoro-N-[(thiophen-2-yl)methyl]thieno[3,2-c]pyridazin-4-amine